ClC=1C=C(C=CC1)[C@@H]1[C@H](C1)C(=O)NC1=NC=CC(=C1)F (1S,2S)-2-(3-Chlorophenyl)-N-(4-fluoropyridin-2-yl)cyclopropane-1-carboxamide